2-(((2-(4-(2-hydroxyethyl)piperazin-1-yl)ethyl)amino)methylene)-5-(thiophen-2-yl)cyclohexane-1,3-dione OCCN1CCN(CC1)CCNC=C1C(CC(CC1=O)C=1SC=CC1)=O